ClC=1C=C2C(C(=CN(C2=NC1Cl)C1=C(C=C(C=C1F)F)F)C(=O)O)=O 6,7-dichloro-4-oxo-1-(2,4,6-trifluorophenyl)-1,4-dihydro-1,8-naphthyridine-3-carboxylic acid